tert-Butyl (3R)-3-[2-[(4S)-4-benzyl-2-oxo-thiazolidin-3-yl]-2-oxo-ethyl]pyrrolidine-1-carboxylate C(C1=CC=CC=C1)[C@@H]1N(C(SC1)=O)C(C[C@@H]1CN(CC1)C(=O)OC(C)(C)C)=O